ClC1=NC2=CC(=CC=C2C(=N1)NC1=CC=C(C2=CC=CC=C12)C1CC1)F 2-chloro-N-(4-cyclopropylnaphthalen-1-yl)-7-fluoroquinazolin-4-amine